3-hexyl-4'-hexylthio-2,2'-bithiophene C(CCCCC)C1=C(SC=C1)C=1SC=C(C1)SCCCCCC